NC=1C=C(C=CC1S)C(C(F)(F)F)(C(F)(F)F)C1=CC(=C(C=C1)S)N 2,2-bis(3-amino-4-mercaptophenyl)hexafluoropropane